11-dodecenol C(CCCCCCCCCC=C)O